C1=C(C=CC=2SC3=CC(=CC=C3SC12)OCCOC1=C(C2=CC=CC=C2C=C1)C1=C(C=CC2=CC=CC=C12)OCCO)OCCOC1=C(C2=CC=CC=C2C=C1)C1=C(C=CC2=CC=CC=C12)OCCO 2'-[thianthrene-2,7-diylbis(oxyethane-2,1-diyloxy[1,1'-binaphthalene]-2',2-diyloxy)]di(ethan-1-ol)